disodium lauramide diacetate C(C)(=O)[O-].C(C)(=O)[O-].C(CCCCCCCCCCC)(=O)N.[Na+].[Na+]